(2R)-methyl 2-((8R,9aS)-8-((tert-butoxycarbonyl)amino)-1-oxo-5-phenethylhexahydro-1H-pyrrolo[1,2-a][1,4]diazepin-2(3H)-yl)-4-methylpentanoate C(C)(C)(C)OC(=O)N[C@@H]1C[C@@H]2N(C(CCN(C2=O)[C@@H](C(=O)OC)CC(C)C)CCC2=CC=CC=C2)C1